FC=1C=C(C=CC1CNC(=N)N)S(=O)(=O)NC1=CN=CS1 5-[[3-Fluoro-4-(guanidinomethyl)phenyl]sulfonylamino]thiazol